P(=O)(OC1=COC(=C1)C=O)(OC)[O-] (5-FormylFuran-3-yl) methyl phosphate